O=C1NC(CCC1N1C(N(C2=C1C=CC=C2C#CCO[C@H]2CN(CC2)C(=O)OC(C)(C)C)C)=O)=O tert-butyl (3R)-3-[3-[1-(2,6-dioxo-3-piperidyl)-3-methyl-2-oxo-benzimidazol-4-yl] prop-2-ynoxy]pyrrolidine-1-carboxylate